2-(4-fluorophenyl)-2-methyl-4-hydroxy-5-amino-3(2H)-furanone FC1=CC=C(C=C1)C1(OC(=C(C1=O)O)N)C